(E)-N-(5-Fluoro-2,3-dihydro-1H-inden-1-yl)-3-(1H-indazol-6-yl)acrylamid FC=1C=C2CCC(C2=CC1)NC(\C=C\C1=CC=C2C=NNC2=C1)=O